N,N,N',N'-tetramethyl-O-(7-azabenzotriazol-1-yl)uronium hexafluorophosphate Zirconium (IV) [Zr+4].F[P-](F)(F)(F)(F)F.C[N+](=C(ON1N=NC2=C1N=CC=C2)N(C)C)C.F[P-](F)(F)(F)(F)F.F[P-](F)(F)(F)(F)F.F[P-](F)(F)(F)(F)F.F[P-](F)(F)(F)(F)F